3-mercaptopropyl-methyl-bis(trimethylsiloxy)silane SCCC[Si](O[Si](C)(C)C)(O[Si](C)(C)C)C